[Si](C)(C)(C(C)(C)C)OCCC[Li] 3-(tert-butyl-dimethylsilyloxy)-1-propyl-lithium